4-(2-chlorophenyl)-7-(methylamino)-[1,3]thiazolo[4,5-d]pyrimidin-5-one ClC1=C(C=CC=C1)N1C(N=C(C2=C1N=CS2)NC)=O